ethyl 3-fluoro-4-methyl-6,7-dihydro-5H-cyclopenta[b]pyridine-6-carboxylate FC=1C(=C2C(=NC1)CC(C2)C(=O)OCC)C